chloro-2-(o-tolylamino)nicotinonitrile ClC1=NC(=C(C#N)C=C1)NC1=C(C=CC=C1)C